decane ammonium salt [NH4+].CCCCCCCCCC